C(C)(C)(C)C=1C=NN(C1)C1=CC(=C(C(=C1)F)N1C(C2(N3C1=NC=C3C3=NC=NC=C3)CC2)=O)F 7'-[4-(4-tert-butylpyrazol-1-yl)-2,6-difluoro-phenyl]-3'-pyrimidin-4-yl-spiro[cyclopropane-1,5'-imidazo[1,2-a]imidazole]-6'-one